CC1=C(C=C(C=C1)NC(C1=CC=C(C=C1)N1CCOCC1)=O)OC1CCN(CC1)C(C1=CN=CC=C1)=O N-(4-methyl-3-(1-nicotinoylpiperidin-4-yloxy)phenyl)-4-morpholinobenzamide